N-(4-(4-(3-amino-8-(4,4-difluoropiperidin-1-yl)cinnolin-6-yl)-1H-1,2,3-triazol-1-yl)-3-(6-azaspiro[2.5]octan-6-yl)phenyl)-2-hydroxyethane-1-sulfonamide NC=1N=NC2=C(C=C(C=C2C1)C=1N=NN(C1)C1=C(C=C(C=C1)NS(=O)(=O)CCO)N1CCC2(CC2)CC1)N1CCC(CC1)(F)F